C(C)OC(CCC(=O)C1=NC(=CC(=C1O)Br)CC1=C(C=CC=C1F)Cl)=O 4-[4-Bromo-6-(2-chloro-6-fluoro-benzyl)-3-hydroxy-pyridin-2-yl]-4-oxo-butyric acid ethyl ester